6-(1-((2,3-dihydrobenzofuran-5-yl)sulfonyl)piperidin-4-yl)-7-methoxy-[1,2,4]triazolo[1,5-a]pyridine O1CCC2=C1C=CC(=C2)S(=O)(=O)N2CCC(CC2)C=2C(=CC=1N(C2)N=CN1)OC